((1S,2S)-2-fluorocyclopropyl)(3-(6-(1-methyl-1H-pyrazol-4-yl)pyrrolo[2,1-f][1,2,4]triazin-4-yl)-3,8-diazabicyclo[3.2.1]oct-8-yl)methanone F[C@@H]1[C@@H](C1)C(=O)N1C2CN(CC1CC2)C2=NC=NN1C2=CC(=C1)C=1C=NN(C1)C